(4-(4-amino-7-isopropylimidazo[5,1-f][1,2,4]triazin-5-yl)benzyl)picolinamide NC1=NC=NN2C1=C(N=C2C(C)C)C2=CC=C(CC=1C(=NC=CC1)C(=O)N)C=C2